C(C)(C)(C)OC(=O)N1N=C(C=2CCC(CC12)(C)C)C=1N(C2=CC=C(C=C2C1)C(=O)OC)C(=O)OCCCC butyl 5-methyl 2-[1-(tert-butoxycarbonyl)-6,6-dimethyl-5,7-dihydro-4H-indazol-3-yl]indole-1,5-dicarboxylate